CC=1CCCC(C1)C=1C(=C(C(=CC1O)CCCCC)S(=O)(=O)C)O 5'-methyl-3-(methylsulfonyl)-4-pentyl-1',2',3',4'-tetrahydro-[1,1'-biphenyl]-2,6-diol